C(C)(C)C1=NN=C(N1C1C[C@H]2CC[C@@H](C1)N2)C (1R,3s,5S)-3-(3-isopropyl-5-methyl-4H-1,2,4-triazole-4-yl)-8-azabicyclo[3.2.1]octane